methyl (1R,2S,5S)-3-[(2S,3R)-3-tert-butoxy-2-(tert-butoxycarbonylamino)butanoyl]-6,6-dimethyl-3-azabicyclo[3.1.0]hexane-2-carboxylate C(C)(C)(C)O[C@@H]([C@@H](C(=O)N1[C@@H]([C@H]2C([C@H]2C1)(C)C)C(=O)OC)NC(=O)OC(C)(C)C)C